The molecule is an organic sodium salt resulting from the formal condensation of Sirius red F3B (acid form) with six equivalents of sodium hydroxide. A polyazo dye used principally in staining methods for collagen and amyloid. It has a role as a fluorochrome and a histological dye. It contains a Sirius red F3B(6-). C1=CC(=CC=C1N=NC2=CC(=C(C=C2)N=NC3=C(C=C4C=C(C=CC4=C3O)NC(=O)NC5=CC6=CC(=C(C(=C6C=C5)O)N=NC7=C(C=C(C=C7)N=NC8=CC=C(C=C8)S(=O)(=O)[O-])S(=O)(=O)[O-])S(=O)(=O)[O-])S(=O)(=O)[O-])S(=O)(=O)[O-])S(=O)(=O)[O-].[Na+].[Na+].[Na+].[Na+].[Na+].[Na+]